4-(3,5-difluorophenyl)-N-[(4S)-3,4-dihydro-2H-1-benzopyran-4-yl]-7-isopropylthieno[3,2-d]pyrimidine-6-carboxamide FC=1C=C(C=C(C1)F)C=1C2=C(N=CN1)C(=C(S2)C(=O)N[C@H]2CCOC1=C2C=CC=C1)C(C)C